C(C)(C)(CC(C)(C)C)C1=C(C(=CC(=C1)CC)C(C)(C)CC(C)(C)C)O 2,6-di-tert-octyl-p-ethylphenol